(E)-2-methyl-8-(naphthalen-1-ylmethyl)-6-oxo-7-(prop-1-en-1-yl)-9-(3-(trifluoromethyl)phenyl)-3,4-dihydro-2H,6H-pyrido[1,2-e][1,2,5]thiadiazine-4-carboxylic acid 1,1-dioxide CN1S(C=2N(C(C1)C(=O)O)C(C(=C(C2C2=CC(=CC=C2)C(F)(F)F)CC2=CC=CC1=CC=CC=C21)\C=C\C)=O)(=O)=O